N-(2-hydroxyethyl)-2-mercaptoacetamide OCCNC(CS)=O